Methyl (4-isobutoxybenzyl)carbamate C(C(C)C)OC1=CC=C(CNC(OC)=O)C=C1